C(CC)C1=CC2=C(OCC(CO2)=O)C=C1 7-propyl-2H,4H-1,5-benzodioxepin-3-one